6-methyl-N-(4-methyl-3-(pyridin-2-yl)phenyl)-2-azabicyclo[2.2.1]heptane-2-carboxamide CC1CC2CN(C1C2)C(=O)NC2=CC(=C(C=C2)C)C2=NC=CC=C2